2-azapurine N1=NN=C2N=CNC2=C1